N-(3-bromobenzofuran-2-yl)-4-chlorobenzamide BrC1=C(OC2=C1C=CC=C2)NC(C2=CC=C(C=C2)Cl)=O